C1=CC(=CC=2C3=CC=CC=C3NC12)C=1C=CC=2NC3=CC=CC=C3C2C1 3,3'-bi-9H-carbazole